C(C)(C)(C)C=1C=C(C=CC1O)CCC(=O)OCCOCCOC(CCC1=CC(=C(C=C1)O)C(C)(C)C)=O diethylene glycol bis[β-(3-tert-butyl-4-hydroxyphenyl) propionate]